NC1=NC(=NC(N1)=S)CC 6-amino-4-ethyl-1,3,5-triazine-2(1H)-thione